C(=O)(O)[C@H](C)NC(=O)C1C(C2=CC=C(C=C2C1=O)C(=O)C=1C=C2C(C(C(C2=CC1)=O)C(=O)N[C@H](C(=O)O)C)=O)=O (2S)-2-{[5-(2-{[(1S)-1-carboxyethyl]carbamoyl}-1,3-dioxo-2,3-dihydro-1H-indene-5-carbonyl)-1,3-dioxo-2,3-dihydro-1H-inden-2-yl]formamido}propanoic acid